((1r,4r)-4-(2-(4-chloro-3-fluorophenoxy)acetamido)cyclohexyl)carbamic acid tert-butyl ester C(C)(C)(C)OC(NC1CCC(CC1)NC(COC1=CC(=C(C=C1)Cl)F)=O)=O